ClC1=CC=C(C(=N1)C(=O)NS(=O)(=O)C)N[C@H](C)C=1C=C(C=C2C(C(=C(OC12)SCC)C)=O)C 6-Chloro-3-[[(1R)-1-(2-ethylsulfanyl-3,6-dimethyl-4-oxo-chromen-8-yl)ethyl]-amino]-N-methylsulfonyl-pyridine-2-carboxamide